3-nitro-2-(o-tolyl)-2H-chromene [N+](=O)([O-])C=1C(OC2=CC=CC=C2C1)C1=C(C=CC=C1)C